ClC1=C(C=NC(=C1)Cl)C1=NC(=CC=C1)C#N 4',6'-dichloro-[2,3'-bipyridine]-6-carbonitrile